C(O[C@@H]1[C@@](O[C@H](C1)N1C=CC2=C1N=C(N=C2N)Cl)(C#C)CO[Si](C)(C)C(C)(C)C)(OCCC2=CC=CC=C2)=O (2R,3S,5R)-5-(4-amino-2-chloro-7H-pyrrolo[2,3-d]pyrimidin-7-yl)-2-(((tert-butyldimethylsilyl)oxy)methyl)-2-ethynyltetrahydrofuran-3-yl phenethyl carbonate